C(C)SC1=C(C=CC(=C1)C(F)(F)F)C=1N(C=CN1)C 2-(2-(Ethylthio)-4-(trifluoromethyl)phenyl)-1-methyl-1H-imidazole